C(C)OC(=O)C=1SC(=C(C1C)C(=O)OCC)NC(=O)NC(C(=O)OC(C)(C)C)(C)C 5-(3-(1-(tert-butoxy)-2-methyl-1-oxoprop-2-yl)ureido)-3-methylthiophene-2,4-dicarboxylic acid diethyl ester